2-[3-bromo-4-[5-(4-piperidyloxy)norbornan-2-yl]oxy-phenyl]propan-2-ol BrC=1C=C(C=CC1OC1C2CC(C(C1)C2)OC2CCNCC2)C(C)(C)O